C(C=C)(=O)N1CC(C1)(C(=O)N1CCC(CC1)N1N=CC(=C1)C=1C=C(C=2N(C1)N=CC2C#N)OC)CC 6-(1-(1-(1-acryloyl-3-ethylazetidine-3-carbonyl)piperidin-4-yl)-1H-pyrazol-4-yl)-4-methoxypyrazolo[1,5-a]pyridine-3-carbonitrile